C1(=CC=CC2=CC=CC=C12)N1CN(CC2=C1C1=C(OC2=O)C=CC=C1)C1=CC=CC=C1 1-(naphthalen-1-yl)-3-phenyl-3,4-dihydro-1H-benzopyrano[4,3-d]pyrimidin-5(2H)-one